ClC1=C(CN2C(N(C(N=C2SC)=O)C2=CN=CC3=CC=CC(=C23)C=2C=C(C(=O)OC)C=CC2)=O)C=C(C=C1)C#N methyl 3-(4-(3-(2-chloro-5-cyanobenzyl)-4-(methylthio)-2,6-dioxo-3,6-dihydro-1,3,5-triazin-1(2H)-yl)isoquinolin-5-yl)benzoate